Dabsyl-(4-(dimethylaminoazo)benzene-4-carboxylic acid) S(=O)(=O)(C1=CC=C(N=NC2=CC=C(N(C)C)C=C2)C=C1)C1=CCC(C=C1)(C(=O)O)N=NN(C)C